FC(OC=1C=CC(=NC1)C=1C=C2C=C(C(N(C2=NC1)CCN1CCOCC1)=O)C(=O)O)F 6-(5-(difluoromethoxy)pyridin-2-yl)-1-(2-morpholinylethyl)-2-oxo-1,2-dihydro-1,8-naphthyridine-3-carboxylic acid